3-((5-fluoro-2-((4-(2-methoxyethoxy)phenyl)amino)pyrimidin-4-yl)amino)-N-hydroxybenzoamide FC=1C(=NC(=NC1)NC1=CC=C(C=C1)OCCOC)NC=1C=C(C(=O)NO)C=CC1